N-(2-amino-1-cyclopropylethyl)-3-(4-aminoimidazo[2,1-f][1,2,4]triazin-7-yl)-4-methylbenzenesulfonamide NCC(C1CC1)NS(=O)(=O)C1=CC(=C(C=C1)C)C1=CN=C2C(=NC=NN21)N